C12CNCC(CC1)C2C=2C=C1CN(C(C1=CC2)=O)C2C(NC(CC2)=O)=O 3-(5-(3-azabicyclo[3.2.1]octan-8-yl)-1-oxoisoindolin-2-yl)piperidine-2,6-dione